4-benzyl-3-bromo-5-cyclopropyloxy-1,2,4-triazole C(C1=CC=CC=C1)N1C(=NN=C1OC1CC1)Br